N,N-dimethyl-2-(2-aminoethoxy)ethanol CN(CCOCCO)C